CC1=CC=C(C=C1)S(=O)(=O)N1C(C=CC=C1)=O 1-p-toluenesulfonylpyridin-2(1H)-one